diethyl (4-oxo-2-phenyl-4H-chromene-7,8-diyl) dicarbonate C(OCC)(OC1=CC=C2C(C=C(OC2=C1OC(OCC)=O)C1=CC=CC=C1)=O)=O